4-((1R,3r,5S,6r)-6-(1-isopropyl-3-(2-(trifluoromethyl)pyrimidin-4-yl)-1H-pyrazol-5-yl)bicyclo[3.1.0]hexane-3-yl)morpholine C(C)(C)N1N=C(C=C1C1[C@H]2CC(C[C@@H]12)N1CCOCC1)C1=NC(=NC=C1)C(F)(F)F